methyl 6-(benzyloxy)-5-iodo-2-(methylthio)pyrimidine-4-carboxylate C(C1=CC=CC=C1)OC1=C(C(=NC(=N1)SC)C(=O)OC)I